2-(3-bromo-5-(nicotinoyloxy)benzylidene-amino)-3-(4-hydroxy-phenyl)propanoic acid BrC=1C=C(C=NC(C(=O)O)CC2=CC=C(C=C2)O)C=C(C1)OC(C1=CN=CC=C1)=O